2-bromo-5-chloro-N-[(2,4-dimethoxyphenyl)methyl]-3-fluoroaniline BrC1=C(NCC2=C(C=C(C=C2)OC)OC)C=C(C=C1F)Cl